5-((5-(2-chlorophenyl)-1,3,4-thiadiazol-2-yl)carbamoyl)isoxazole-3-carboxylic acid methyl ester COC(=O)C1=NOC(=C1)C(NC=1SC(=NN1)C1=C(C=CC=C1)Cl)=O